6-bromo-N-((1r,4r)-4-(2-methoxyethoxy)cyclohexyl)picolinamide BrC1=CC=CC(=N1)C(=O)NC1CCC(CC1)OCCOC